NC1=NC=2C=CC(=CC2C2=C1[C@H](OC2)C)C(=O)N(CC)[C@@H](C)C2=NC=C(C=C2)C#N (3R)-4-amino-N-((1S)-1-(5-cyano-2-pyridinyl)ethyl)-N-ethyl-3-methyl-1,3-dihydrofuro[3,4-c]quinoline-8-carboxamide